5-nitro-1-(trifluoromethyl)-2,3-dihydro-1H-indole [N+](=O)([O-])C=1C=C2CCN(C2=CC1)C(F)(F)F